C(C)OC1=C(C(N(C=C1)C1=CC=C(C=C1)C)=O)C(=O)Cl 4-ethoxy-1-(4-methylphenyl)-2-oxo-1,2-dihydropyridine-3-carbonyl chloride